thiazolinyl-dithiopropyl-sodium S1C(=NCC1)SSCCC[Na]